NCC(=O)NCC(O)C1=C(C=CC(=C1)OC)OC 2-amino-N-(2-(2,5-dimethoxyphenyl)-2-hydroxyethyl)acetamide